CN1COC(=C1S(=O)(=O)Cl)C 3,5-dimethyl-oxazole-4-sulfonyl chloride